N-[(1S)-5-[2-(2-aminopyridin-3-yl)-5-[4-(difluoromethyl)pyrazol-1-yl]imidazo[4,5-b]pyridin-3-yl]-2,3-dihydro-1H-inden-1-yl]-3-formyl-4-hydroxybenzamide NC1=NC=CC=C1C1=NC=2C(=NC(=CC2)N2N=CC(=C2)C(F)F)N1C=1C=C2CC[C@@H](C2=CC1)NC(C1=CC(=C(C=C1)O)C=O)=O